3-(Benzyloxy)-2-chloro-5-(3-chlorophenyl)pyridine C(C1=CC=CC=C1)OC=1C(=NC=C(C1)C1=CC(=CC=C1)Cl)Cl